benzyl 4-[[4-[(1-tert-butoxycarbonylazetidin-3-yl)methyl]-1-piperidyl]methyl]piperidine-1-carboxylate C(C)(C)(C)OC(=O)N1CC(C1)CC1CCN(CC1)CC1CCN(CC1)C(=O)OCC1=CC=CC=C1